C1(CC1)N(CCOC)CC1=C(C=C(C=C1)F)B(O)O (2-([CYCLOPROPYL(2-METHOXYETHYL)AMINO]METHYL)-5-FLUOROPHENYL)BORANEDIOL